C(C)(C)(C)P(C1=C(C(=CC=C1OC)OC)C1=C(C=C(C=C1C(C)C)C(C)C)C(C)C)C(C)(C)C.[Pd] palladium ditert-butyl-[3,6-dimethoxy-2-(2,4,6-triisopropylphenyl)phenyl]phosphane